(S)-1'-(3-(2,2-difluoro-1-phenylvinyl)-1H-pyrazolo[3,4-b]pyrazin-6-yl)-1,3-dihydro-spiro[inden-2,4'-piperidin]-1-amine FC(=C(C1=CC=CC=C1)C1=NNC2=NC(=CN=C21)N2CCC1(CC2)[C@@H](C2=CC=CC=C2C1)N)F